5-methoxy-5-oxopentane COC(CCCC)=O